NC(CN(CCO)CC)(C)C 2-[(2-amino-2-methylpropyl)(ethyl)amino]ethanol